4-hydroxy-2-methylenebutyric acid OCCC(C(=O)O)=C